(1R,4R)-2-(4-chloro-2-fluorophenyl)-5-(2-nitrophenyl)-2,5-diazabicyclo[2.2.1]heptane ClC1=CC(=C(C=C1)N1[C@H]2CN([C@@H](C1)C2)C2=C(C=CC=C2)[N+](=O)[O-])F